(R)-3-(methoxymethyl)-1-piperazinecarboxylic acid tert-butyl ester C(C)(C)(C)OC(=O)N1C[C@@H](NCC1)COC